FC(C(=O)N1[C@H](CN(CC1)C=1C2=C(N=C(N1)OCC13CCCN3CCC1)CC(OC2)C2=CC=CC1=CC=CC(=C21)C)CC#N)=C 2-[(2S)-1-(2-fluoroprop-2-enoyl)-4-[2-(hexahydropyrrolizin-7a-ylmethoxy)-7-(8-methylnaphthalen-1-yl)-5H,7H,8H-pyrano[4,3-d]pyrimidin-4-yl]piperazin-2-yl]acetonitrile